C12COCC(N1CC1=CC(=C(C=C1)N1C=NC(=C1)C1=NC(=NC=C1C(F)(F)F)NC1CCN(CC1)S(=O)(=O)C)Cl)C2 4-(1-(4-((3-Oxa-6-azabicyclo[3.1.1]heptan-6-yl)methyl)-2-chlorophenyl)-1H-imidazol-4-yl)-N-(1-(methylsulfonyl)piperidin-4-yl)-5-(trifluoromethyl)pyrimidin-2-amine